C(#N)C=1C(=CC(=C(C(=O)OC)C1)C)F methyl 5-cyano-4-fluoro-2-methylbenzoate